4-hydroxyazophenol OC1=CC(=C(C=C1)O)N=NC1=C(C=CC=C1)O